N-(1,1-dimethylsilazepan-4-yl)-4-fluoro-3,5-dimethyl-1H-pyrrolo[2,3-c]pyridine-2-carboxamide C[Si]1(NCC(CCC1)NC(=O)C1=C(C=2C(=CN=C(C2F)C)N1)C)C